FC1C(=C(C(=CC1(C1CCCCC1)F)F)F)Br 2,3,5,6-tetrafluoro-3-cyclohexyl-1-bromobenzene